C(CCCCCCC)[N+]1=CC=C(C=C1)C1=CC=[N+](C=C1)CCCCCCCC N,N'-dioctyl-4,4'-bipyridinium